(S)-2-methyl-1-(6-nitropyridin-3-yl)piperazine C[C@@H]1N(CCNC1)C=1C=NC(=CC1)[N+](=O)[O-]